OC=1C=C2CC(C(C2=CC1)=O)=CC1=CC(=C(C=C1)OC)C(F)(F)F 5-hydroxy-2-(4-methoxy-3-(trifluoromethyl)benzylidene)-2,3-dihydro-1H-inden-1-one